(S)-1-(4-chlorophenyl)-2,2,2-trifluoro-1-(4-methoxyphenyl)ethane-1-amine ClC1=CC=C(C=C1)[C@@](C(F)(F)F)(N)C1=CC=C(C=C1)OC